(3-bromophenoxy)-9-(5-(tert-butyl)pyridin-2-yl)-9H-carbazole BrC=1C=C(OC2=CC=CC=3C4=CC=CC=C4N(C23)C2=NC=C(C=C2)C(C)(C)C)C=CC1